8-bromo-1-((5-chloro-1-methyl-1H-indol-2-yl)methyl)-3,7-dimethyl-1H-purine-2,6(3H,7H)-dione BrC1=NC=2N(C(N(C(C2N1C)=O)CC=1N(C2=CC=C(C=C2C1)Cl)C)=O)C